NC12CCC(CC1)(CC2)CN2N=C1C(CN(CC1)C1=C3C(=NC(=N1)N)N(N=C3)C)=C2C 4-(2-((4-aminobicyclo[2.2.2]octan-1-yl)methyl)-3-methyl-6,7-dihydro-2H-pyrazolo[4,3-c]pyridin-5(4H)-yl)-1-methyl-1H-pyrazolo[3,4-d]pyrimidin-6-amine